1-(6-Chloropyridin-2-yl)-1H-pyrazol-3-ol ClC1=CC=CC(=N1)N1N=C(C=C1)O